(S)-3-(oxetan-2-ylmethyl)-2-(piperidin-4-ylmethyl)-3H-imidazo[4,5-b]pyridine-5-carboxylic acid methyl ester COC(=O)C1=CC=C2C(=N1)N(C(=N2)CC2CCNCC2)C[C@H]2OCC2